Methyl (R)-4-(5-(2-oxo-3-(pyrrolidin-3-yl)-2,3-dihydro-1H-imidazo[4,5-b]pyridin-1-yl)pyridin-2-yl)benzoate Hydrochloride Cl.O=C1N(C=2C(=NC=CC2)N1[C@H]1CNCC1)C=1C=CC(=NC1)C1=CC=C(C(=O)OC)C=C1